C(C1=CC=CC=C1)OC1=C(C=NC2=CC=CC=C12)I 4-(benzyloxy)-3-iodoquinoline